4-acetamido-3-fluoro-N-((1r,4S)-4-hydroxycyclohexyl)-5-((S)-1-phenylethoxy)benzamide C(C)(=O)NC1=C(C=C(C(=O)NC2CCC(CC2)O)C=C1O[C@@H](C)C1=CC=CC=C1)F